1-(3-((2-(Cyclopropanecarboxamido)-5-((methyl-d3) carbamoyl) pyridin-4-yl) amino)-4-methoxypyrazolo[1,5-a]pyridin-5-yl)-2,2,2-trifluoroethyl methanesulfonate CS(=O)(=O)OC(C(F)(F)F)C1=C(C=2N(C=C1)N=CC2NC2=CC(=NC=C2C(NC([2H])([2H])[2H])=O)NC(=O)C2CC2)OC